(2S)-2-{[(1S)-2,2-difluoro-1-(5,6,7,8-tetrahydronaphthalen-2-yl)ethyl]amino}-5,5-dimethylhexanoic acid FC([C@H](C1=CC=2CCCCC2C=C1)N[C@H](C(=O)O)CCC(C)(C)C)F